1-(6-chloro-4-methoxypyridin-2-yl)ethan-1-one ClC1=CC(=CC(=N1)C(C)=O)OC